C(C)OC(C(=O)O)C1=CC=CC=C1 ethoxy-2-phenylacetic acid